tert-butyl N-[(tert-butoxy) carbonyl]-N-{5-chloro-7-[2-(hydroxymethyl)-1,3-thiazol-4-yl]-7H-pyrrolo[2,3-d]pyrimidin-4-yl}carbamate C(C)(C)(C)OC(=O)N(C(OC(C)(C)C)=O)C=1C2=C(N=CN1)N(C=C2Cl)C=2N=C(SC2)CO